3,5-dichloro-N-(4-(2-(dimethylamino)ethoxy)-2-((2-(trifluoromethoxy)benzyl)carbamoyl)phenyl)-4-hydroxybenzamide ClC=1C=C(C(=O)NC2=C(C=C(C=C2)OCCN(C)C)C(NCC2=C(C=CC=C2)OC(F)(F)F)=O)C=C(C1O)Cl